C(C=1C(C(=O)[O-])=CC(C(=O)[O-])=CC1)(=O)OCCCCCCOC(C=1C(C(=O)[O-])=CC(C(=O)[O-])=CC1)=O hexamethylene bistrimellitate